N1=C(C=CC=C1)C(=O)N picolineamide